C(C)(=O)NC1=NC=C(C(=C1)NC(OC(C)(C)C)=O)C=1N=NC(=CC1)C tertbutyl (2-acetamido-5-(6-methylpyridazin-3-yl)pyridin-4-yl)carbamate